1,3-Bis(2-(trifluoromethoxy)ethyl)urea FC(OCCNC(=O)NCCOC(F)(F)F)(F)F